((1r,4r)-4-(((4-(1-cyanocyclopropyl)phenyl)(5-(3,5-dimethylisoxazol-4-yl)-2-methylphenyl)amino)methyl)cyclohexyl)formate C(#N)C1(CC1)C1=CC=C(C=C1)N(C1=C(C=CC(=C1)C=1C(=NOC1C)C)C)CC1CCC(CC1)C(=O)[O-]